(R)-5-[4-(3,5-dimethyl-3',4',5',6'-tetrahydro-2'H-[2,4']bipyridinyl-1'-carbonyl)phenyl]-5-methylimidazolidine-2,4-dione CC=1C(=NC=C(C1)C)C1CCN(CC1)C(=O)C1=CC=C(C=C1)[C@@]1(C(NC(N1)=O)=O)C